2,3-dimethyl-N-(4-(1-methyl-4-(trifluoromethyl)-1H-imidazol-2-yl)benzyl)-2H-pyrazolo[3,4-d]pyrimidin-4-amine CN1N=C2N=CN=C(C2=C1C)NCC1=CC=C(C=C1)C=1N(C=C(N1)C(F)(F)F)C